ethyl-N-((1,2,3,5,6,7-hexahydro-s-indacen-4-yl)carbamoyl)piperidine-4-sulfonamide C(C)N1CCC(CC1)S(=O)(=O)NC(NC1=C2CCCC2=CC=2CCCC12)=O